2-[2-[2-[2-[3-[4-[6-[(1S)-1-(tert-butoxycarbonylamino) ethyl]-4-methyl-3-pyridyl]-6-(trifluoromethyl)-2-pyridyl]propoxy]ethoxy]ethoxy]ethoxy]ethyl 4-methylbenzenesulfonate CC1=CC=C(C=C1)S(=O)(=O)OCCOCCOCCOCCOCCCC1=NC(=CC(=C1)C=1C=NC(=CC1C)[C@H](C)NC(=O)OC(C)(C)C)C(F)(F)F